N-(2-aminophenyl)-9-((6-(5-fluoro-6-methoxypyridin-3-yl)-4-methylquinazolin-8-yl)oxy)nonanamide NC1=C(C=CC=C1)NC(CCCCCCCCOC=1C=C(C=C2C(=NC=NC12)C)C=1C=NC(=C(C1)F)OC)=O